4-bromo-1-(oxetan-3-yl)imidazole BrC=1N=CN(C1)C1COC1